(S)-2-((4-cyclobutoxy-5-(4-(2-oxopyrrolidin-1-yl)phenyl)pyridin-2-yl)amino)-6,6a,7,8-tetrahydro-9H-pyrido-[2,3-b]pyrrolo[1,2-d]-[1,4]oxazin-9-one C1(CCC1)OC1=CC(=NC=C1C1=CC=C(C=C1)N1C(CCC1)=O)NC1=CC2=C(OC[C@H]3N2C(CC3)=O)N=C1